[Si](C1=CC=CC=C1)(C1=CC=CC=C1)(C(C)(C)C)OC[C@@H]1CO[C@@H](CN1C(=O)OC(C)(C)C)C(NC(C)(C)C1=NC(=C(C=C1Cl)Cl)C)=O tert-butyl (2S,5S)-5-(((tert-butyldiphenylsilyl)oxy)methyl)-2-((2-(3,5-dichloro-6-methylpyridin-2-yl)propan-2-yl)carbamoyl)morpholine-4-carboxylate